2-[4-(1'-Methyl-6,6'-dioxo-1,6,1',6'-tetrahydro-[3,4']bipyridinyl-3'-yl)-pyrazol-1-yl]-benzonitrile CN1C=C(C(=CC1=O)C1=CNC(C=C1)=O)C=1C=NN(C1)C1=C(C#N)C=CC=C1